5-(p-tolyl)-4,5-dihydro-1H-pyrazole C1(=CC=C(C=C1)C1CC=NN1)C